(R)-2-(5-fluoro-2-(hydroxymethyl)benzyl)-3-(methoxymethyl)-7-(2-((1-methyl-1h-pyrazole-5-yl)amino)-5-(trifluoromethyl)pyrimidin-4-yl)-3,4-dihydropyrrolo[1,2-a]pyrazine-1(2H)-one FC=1C=CC(=C(CN2C(C=3N(C[C@@H]2COC)C=C(C3)C3=NC(=NC=C3C(F)(F)F)NC3=CC=NN3C)=O)C1)CO